CN(C=1C=C2CC[C@H](C2=CC1)CNC=1C=NC=CC1C(=O)O)C1=CC(=CC=C1)C 3-({[(1R)-5-[methyl-(3-methylphenyl)amino]-2,3-dihydro-1H-inden-1-yl]methyl}amino)pyridine-4-carboxylic acid